O=C1NC(CCC1N1C(C2=CC=C(C=C2C1=O)N1CC2(C1)CCN(CC2)CC2CCNCC2)=O)=O 2-(2,6-dioxo-3-piperidyl)-5-[7-(4-piperidylmethyl)-2,7-diazaspiro[3.5]nonan-2-yl]isoindoline-1,3-dione